4-METHOXY-3,5-DIMETHYLPICOLINALDEHYDE COC1=C(C(=NC=C1C)C=O)C